[N+](=O)([O-])C1=C(NC=2SC(=CC2C#N)C)C=CC=C1 2-(2-nitroanilino)-3-cyano-5-methylthiophene